2-carboxyethyl-(phenyl)phosphinic acid C(=O)(O)CCP(O)(=O)C1=CC=CC=C1